C1OCC12CCN(CC2)CC2=C1C(=NC(=C2)C=2C=C3CN(C(C3=CC2)=O)C2C(NC(CC2)=O)=O)N(C=C1)C1COC1 3-(5-(4-((2-oxa-7-azaspiro[3.5]non-7-yl)methyl)-1-(oxetan-3-yl)-1H-pyrrolo[2,3-b]pyridin-6-yl)-1-oxoisoindolin-2-yl)piperidine-2,6-dione